C(#N)CCOCC(COCCC#N)(CO)COCCC#N 3-[2,2-bis(2-cyanoethoxymethyl)-3-hydroxy-propoxy]propionitrile